[Na+].OC1=CC=C(C(=O)[O-])C=C1 para-hydroxybenzoate sodium